C(C)(C)(C)C1=C(C(=CC(=C1)C)CC)O 2-(tert-butyl)-6-ethyl-4-methylphenol